[Cu+2].N1=C(C=CC=C1)C(=O)[O-].N1=C(C=CC=C1)C(=O)[O-] dipicolinate copper